COC(=O)C=1C=C2C3(C(NC2=CC1)=O)CCC(CC3)OC3=C(C=C(C=C3)Cl)Cl (1r,4r)-4-(2,4-Dichlorophenoxy)-2'-oxo-1',2'-dihydrospiro[cyclohexane-1,3'-indole]-5'-Carboxylic acid methyl ester